The molecule is conjugate base of 7(S),8(S)-DiHODE arising from deprotonation of the carboxylic acid function. It is a hydroxy monocarboxylic acid anion and an octadecanoid anion. It is a conjugate base of a 7(S),8(S)-DiHODE. CCCCC/C=C\\C/C=C\\[C@@H]([C@H](CCCCCC(=O)[O-])O)O